(2R)-2-[3-[2-[[(R)-phenyl-[(3R)-1,2,3,4-tetrahydropyrido[2,3-b]pyrazin-3-yl]methyl]amino]ethyl]phenyl]butanoic acid C1(=CC=CC=C1)[C@H]([C@H]1CNC2=C(N1)N=CC=C2)NCCC=2C=C(C=CC2)[C@H](C(=O)O)CC